1-(2-(4-aminophenyl)acetyl)-N-(4-(3-(pyridin-4-yl)phenyl)thiazol-2-yl)azetidine-2-carboxamide NC1=CC=C(C=C1)CC(=O)N1C(CC1)C(=O)NC=1SC=C(N1)C1=CC(=CC=C1)C1=CC=NC=C1